C(C)(C)(C)N1CCC(CC1)(O)CC1=C(C=C(C=C1)F)F tert-butyl-4-[(2,4-difluorophenyl)methyl]-4-hydroxy-piperidine